(1R,3aS,3bS,7S,9aR,9bS,11aR)-1-[(2R)-6-hydroxy-6-methylheptan-2-yl]-9a,11a-dimethyl-2,3,3a,3b,4,6,7,8,9,9a,9b,10,11,11a-tetradecahydro-1H-cyclopenta[1,2-i]phenanthren-7-yl acetate C(C)(=O)O[C@@H]1CC2=CC[C@H]3[C@H]4[C@](CC[C@@H]3[C@]2(CC1)C)([C@H](CC4)[C@H](C)CCCC(C)(C)O)C